C1=CC=CC=2C1=C1NC3=CC(=CC=C3OC1=CC2)\C(\C)=N\NS(=O)(=O)C2=CC=C(C=C2)C (E)-N'-(1-(12H-benzo[a]phenoxazin-10-yl)ethylidene)-4-methylbenzenesulfonohydrazide